CN([C@@H]1CN(CC1)C(=O)OC(C)(C)C)[C@H]1CN(CC1)C tert-Butyl (S)-3-(methyl((R)-1-methylpyrrolidin-3-yl)amino)pyrrolidine-1-carboxylate